FC1=C(C(=C(C=C1C1=NN(C2=NC(=NC=C21)N2[C@@H](COCC2)CC2=CC=C(C=C2)C)C)C(F)(F)F)F)O (R)-2,6-Difluoro-3-(1-methyl-6-(3-(4-methylbenzyl)morpholino)-1H-pyrazolo[3,4-d]pyrimidin-3-yl)-5-(trifluoromethyl)phenol